8-(4-(difluoromethyl)cyclohexyl)-5-(4-fluorobenzyl)-2-(pyridazin-4-yl)-2,5,8-triazaspiro[3.5]nonane-6,9-dione FC(C1CCC(CC1)N1CC(N(C2(CN(C2)C2=CN=NC=C2)C1=O)CC1=CC=C(C=C1)F)=O)F